N1=CC(=CC=C1)N1N=C2C=CC=CC2=C1C(=O)O 2-(pyridin-3-yl)-2H-indazole-carboxylic acid